NC(=O)[O-].[Al+3].NC(=O)[O-].NC(=O)[O-] aluminum aminocarboxylate